tert-butyl (5-fluoro-3-(6-(4-formylphenyl)pyrrolo[2,1-f][1,2,4]triazin-4-yl)-2-methylphenyl)carbamate FC=1C=C(C(=C(C1)NC(OC(C)(C)C)=O)C)C1=NC=NN2C1=CC(=C2)C2=CC=C(C=C2)C=O